3-Bromo-1-(3-(2-methoxyethoxy)phenyl)-5-(2-methylprop-1-en-1-yl)-1H-pyrazole BrC1=NN(C(=C1)C=C(C)C)C1=CC(=CC=C1)OCCOC